2,2-dichlorovinyl 2-ethylsulfinylethyl methyl phosphate P(=O)(OC=C(Cl)Cl)(OCCS(=O)CC)OC